(S)-N-(3-(6-amino-3,3-difluoro-2-(fluoromethyl)-2,3,4,5-tetrahydropyridin-2-yl)-4,5-difluorophenyl)-5-cyano-3-methylpyridinamide NC=1CCC([C@@](N1)(CF)C=1C=C(C=C(C1F)F)NC(=O)C1=NC=C(C=C1C)C#N)(F)F